NC1=C(C=CC(=C1)Cl)CO (2-Amino-4-chlorophenyl)methanol